nonacetylcysteine C(CCCCCCCCCCCCCCC)S(C([C@](N(CCCCCCCCCCCCCCCC)CCCCCCCCCCCCCCCC)(C(=O)O)CCCCCCCCCCCCCCCC)(CCCCCCCCCCCCCCCC)CCCCCCCCCCCCCCCC)(CCCCCCCCCCCCCCCC)(CCCCCCCCCCCCCCCC)CCCCCCCCCCCCCCCC